ClC1=C(C=CC=C1)N(C(CN(CC1=NC2=CC=C(C=C2C(N1)=O)C)C)=O)C N-(2-chlorophenyl)-N-methyl-2-(methyl-((6-methyl-4-oxo-3,4-dihydroquinazolin-2-yl)methyl)amino)acetamide